(10S)-N-(4-([1,2,4]triazolo[1,5-a]pyridin-7-yloxy)-2-fluoro-3-methylphenyl)-8,9,10,11-tetrahydro-7H-6,10-methanopyrimido[4',5':5,6]pyrido[3,2-b][1,4,7]oxadiazonin-4-amine hydrochloride Cl.N=1C=NN2C1C=C(C=C2)OC2=C(C(=C(C=C2)NC2=NC=NC1=CC=3OC[C@H]4NCCN(C3N=C12)C4)F)C